(S)-5-(4-(3-fluoropyrrolidin-1-yl)pyridazin-3-yl)pyrimidine-2,4(1H,3H)-dione F[C@@H]1CN(CC1)C1=C(N=NC=C1)C=1C(NC(NC1)=O)=O